C(C=C)(=O)SSC1=CC=C(C=C1)C1=CC=CC=C1 ([1,1'-biphenyl]-4-yl) prop-2-ene(dithioperoxoate)